ethylene bis(chloroformate) ClC(=O)OCCOC(=O)Cl